C(C1=CC=CC=C1)OC1=NC(=CC=C1N1C(N(C2=C1C=CC(=C2)N2C[C@H]([C@@H](CC2)CC(=O)O)C)C)=O)OCC2=CC=CC=C2 2-[(3S,4S)-1-[1-(2,6-dibenzyloxy-3-pyridyl)-3-methyl-2-oxo-benzimidazol-5-yl]-3-methyl-4-piperidyl]acetic acid